5-((5-isopropyl-2-((trimethylsilyl)ethynyl)pyridin-4-yl)oxy)pyrimidine-2,4-diamine C(C)(C)C=1C(=CC(=NC1)C#C[Si](C)(C)C)OC=1C(=NC(=NC1)N)N